8-fluoro-2-methyl-imidazo[1,2-a]pyridine-6-amine FC=1C=2N(C=C(C1)N)C=C(N2)C